N-(4-methyl-3-(2-morpholino-6-(((S)-tetrahydrofuran-3-yl)oxy)pyridin-4-yl)phenyl)-3-(2,2,2-trifluoroethyl)pyrrolidine-1-carboxamide CC1=C(C=C(C=C1)NC(=O)N1CC(CC1)CC(F)(F)F)C1=CC(=NC(=C1)O[C@@H]1COCC1)N1CCOCC1